(2-cyclopropoxy-4-fluorophenyl){6-[4-methyl-5-(o-tolyl)-1-pyrazolyl]-2-aza-2-spiro[3.3]heptyl}methanone C1(CC1)OC1=C(C=CC(=C1)F)C(=O)N1CC2(C1)CC(C2)N2N=CC(=C2C2=C(C=CC=C2)C)C